Isopropyl 2-Oxobutyrate O=C(C(=O)OC(C)C)CC